1,5-diazabicyclo[4.3.0]non-5-ene acetate C(C)(=O)O.N12CCCN=C2CCC1